C(C)N1C2=CC=CC=C2C=2C=C(C=CC12)C=NN1C(CC2=CC=CC=C12)C N-((9-ethyl-carbazole-3-yl)methylene)-2-methyl-1-indolinyl-amine